3-(5-amino-1-((2-(trimethylsilyl)ethoxy)methyl)-1H-pyrazol-4-yl)-2,5-dihydro-1H-pyrrole-1-carboxylic acid tert-butyl ester C(C)(C)(C)OC(=O)N1CC(=CC1)C=1C=NN(C1N)COCC[Si](C)(C)C